FC1CC(C1)NC(=O)C1=CC=C(CC=2C=C3C(N(C=NC3=C(C2C)C)[C@H]2CCOC[C@@H]2O)=O)C=C1 1,5-anhydro-2,3-dideoxy-3-(6-(4-((3-fluorocyclobutyl)-carbamoyl)benzyl)-7,8-dimethyl-4-oxoquinazolin-3(4H)-yl)-L-threo-pentitol